FC1=C(NC)C(=CC=C1F)[N+](=O)[O-] 2,3-difluoro-N-methyl-6-nitroaniline